tert-butyl (2S)-2-[[1-(2,6-dioxo-3-piperidyl)-3-methyl-2-oxo-benzimidazol-4-yl] methyl]morpholine-4-carboxylate O=C1NC(CCC1N1C(N(C2=C1C=CC=C2C[C@H]2CN(CCO2)C(=O)OC(C)(C)C)C)=O)=O